3-(3-aminothioformylphenyl)-1-(3,3-difluoropropyl)-1H-indole-6-carboxylic acid methyl ester COC(=O)C1=CC=C2C(=CN(C2=C1)CCC(F)F)C1=CC(=CC=C1)C(=S)N